FC(C=O)(CCC1=NC=2NCCCC2C=C1)F 2,2-difluoro-4-(5,6,7,8-tetrahydro-1,8-naphthyridin-2-yl)butanal